C(C)(C)(C)OC(=O)N1C(CNCC1)CCCCO (4-hydroxybutyl)piperazine-1-carboxylic acid tert-butyl ester